N-((S or R,E)-1-cyclopropyl-3-((R or S)-S-methylsulfonimidoyl)allyl)-2-(1,1-difluoroethyl)-4-phenoxypyrimidine-5-carboxamide C1(CC1)[C@@H](\C=C\[S@@](=O)(=N)C)NC(=O)C=1C(=NC(=NC1)C(C)(F)F)OC1=CC=CC=C1 |o1:3,6|